tert-butyl(tert-butoxycarbonyl)(5-(4-(isopropylsulfonyl)phenyl)-3-(3-(5-(3-methylthioureido)pyridin-2-yl)isoOxazol-5-yl)pyrazin-2-yl)carbamate C(C)(C)(C)OC(N(C1=NC=C(N=C1C1=CC(=NO1)C1=NC=C(C=C1)NC(=S)NC)C1=CC=C(C=C1)S(=O)(=O)C(C)C)C(=O)OC(C)(C)C)=O